[N+](=O)([O-])C1=CC=C(C=C1)C(C(=O)NCCOCCOCCOCCOCCOCCOCCOCCOC)=O 2-(4-nitrophenyl)-2-oxo-N-(2,5,8,11,14,17,20,23-octaoxapentacosan-25-yl)acetamide